Methyl ((1S,3S)-3-(3-methyl-8-(1-methyl-1H-indazol-5-yl)-7-(1-methyl-1H-pyrazol-4-yl)-2-oxo-3,6-dihydroimidazo[4,5-d]pyrrolo[2,3-b]pyridin-1(2H)-yl)cyclobutyl)carbamate CN1C(N(C2=C3C(=NC=C21)NC(=C3C=3C=C2C=NN(C2=CC3)C)C=3C=NN(C3)C)C3CC(C3)NC(OC)=O)=O